(R)-3-(4-(7H-pyrrolo[2,3-d]pyrimidin-4-yl)-1H-pyrazol-1-yl)-3-cyclopentylpropionitrile phosphate P(=O)(O)(O)O.N1=CN=C(C2=C1NC=C2)C=2C=NN(C2)[C@H](CC#N)C2CCCC2